COC(=O)C1=CC=NC2=CC=C(C=C12)N1CC(C1)(O)CC 6-(3-ethyl-3-hydroxyazetidin-1-yl)quinoline-4-carboxylic acid methyl ester